N-(5-((5-Azaspiro[2.4]heptan-5-yl)methyl)-2-amino-3-(trifluoromethyl)phenyl)-6-cyclopropyl-4-(4-fluoro-2-(4-methyl-4H-1,2,4-triazol-3-yl)phenyl)picolinamide C1CC12CN(CC2)CC=2C=C(C(=C(C2)NC(C2=NC(=CC(=C2)C2=C(C=C(C=C2)F)C2=NN=CN2C)C2CC2)=O)N)C(F)(F)F